6-((5-bromo-1-(4-chlorophenyl)-1-hydroxy-3-oxoisoindolin-2-yl)methyl)nicotinonitrile BrC=1C=C2C(N(C(C2=CC1)(O)C1=CC=C(C=C1)Cl)CC1=NC=C(C#N)C=C1)=O